C(#N)/C(/C(=O)NC[C@H]1OC(C(C(C1O)O)O)O)=C\C1=CC2=CC=C(C=C2C=C1)N1CCCCC1 (R,E)-2-cyano-3-(6-(piperidin-1-yl)naphthalen-2-yl)-N-((3,4,5,6-tetrahydroxytetrahydro-2H-pyran-2-yl)methyl)acrylamide